2-propenethiol C(C=C)S